CC1(CN=C(OC1)NC1=CC(=C(OC=2C=CNC2)C(=C1)F)F)C 4-(4-((5,5-dimethyl-5,6-dihydro-4H-1,3-oxaAzin-2-yl)amino)-2,6-difluorophenoxy)-1H-pyrrole